OCCN(C1=CC(=CC(=C1)C(C)C)C(C)C)CCO N,N-di(2-hydroxyethyl)-3,5-di-i-Propylaniline